6-acetyl-2-((4-(4-(4-(chloromethyl)benzyl)piperazin-1-yl)phenyl)amino)-8-cyclopentyl-5-methylpyrido[2,3-d]pyrimidin-7(8H)-one C(C)(=O)C1=C(C2=C(N=C(N=C2)NC2=CC=C(C=C2)N2CCN(CC2)CC2=CC=C(C=C2)CCl)N(C1=O)C1CCCC1)C